methyl (1R,3S)-3-(3a,4,6,6a-tetrahydrofuro[3,4-d]isoxazol-3-yl)cyclohexane-1-carboxylate O1N=C(C2C1COC2)[C@@H]2C[C@@H](CCC2)C(=O)OC